2-(difluoromethyl)-5-[2,5-difluoro-4-[[5-(1-pyrazin-2-ylcyclopropyl)tetrazol-2-yl]methyl]phenyl]-1,3,4-oxadiazole FC(C=1OC(=NN1)C1=C(C=C(C(=C1)F)CN1N=C(N=N1)C1(CC1)C1=NC=CN=C1)F)F